C1(CC1)CN1C=CC2=C(C=C(C=C12)F)C1=C(C=C2NC(C=3N(C2=C1C)C(=NN3)CC)(C)C)F 8-[1-(Cyclopropyl-methyl)-6-fluoro-1H-indol-4-yl]-1-ethyl-7-fluoro-4,4,9-trimethyl-5H-[1,2,4]triazolo[4,3-a]quinoxaline